(E)-N'-(3-bromophenyl)urea BrC=1C=C(C=CC1)NC(N)=O